7-(4-bromobutoxy)-2-quinolone BrCCCCOC1=CC=C2C=CC(NC2=C1)=O